C(C)(C)(C)OC(=O)C1CCN(CC1)CC(=O)OCC 1-(2-ethoxy-2-oxoethyl)piperidine-4-carboxylic acid tert-butyl ester